ClC1=CC2=NC3=CCCC=C3N=C2C=C1Cl 2,3-dichloro-7,8-dihydro-phenazine